CC1(OB(OC1(C)C)C=1C=CC2=C(SC3=C2C=CC=C3C3=CC=CC=C3)C1)C 4,4,5,5-tetramethyl-2-(6-phenyldibenzo[b,d]thiophen-3-yl)-1,3,2-dioxaborolane